(R)-(+)-2,2'-Bis-(diphenylphosphino)-1,1'-binaphthalin C1(=CC=CC=C1)P(C1=C(C2=CC=CC=C2C=C1)C1=C(C=CC2=CC=CC=C12)P(C1=CC=CC=C1)C1=CC=CC=C1)C1=CC=CC=C1